NC1=C(C=C(N=N1)C1=C(C=CC=C1)O)C#CC1=CC=CC=C1 2-(6-Amino-5-(phenylethynyl)pyridazin-3-yl)phenol